COC1=CC(=NN1C1=CC=C(C=C1)CN)C(F)(F)F (4-(5-methoxy-3-(trifluoromethyl)-1H-pyrazol-1-yl)phenyl)methanamine